O1[C@@](CC(=O)C=2C(O)=CC(O)=CC12)(C1=CC=C(O)C=C1)CCCCCCCC\C=C/CCCCCCCCCCCCCC(=O)O NaringeninNervonic acid